pentazocine decanoate C(CCCCCCCCC)(=O)O.OC1=CC=2C3(C)C(C)C(CC2C=C1)N(CC=C(C)C)CC3